ClC1=CC(=C(C2=C1O[C@](O2)(C)[C@@H]2CC[C@H](CC2)N)C)C(=O)NCC=2C(NC(=CC2C)C)=O |&1:8| (2RS)-7-chloro-2-(trans-4-aminocyclohexyl)-N-[(4,6-dimethyl-2-oxo-1,2-dihydropyridin-3-yl)methyl]-2,4-dimethyl-1,3-benzodioxole-5-carboxamide